FC=1C=C(C=C(C1)F)C1=CC=CC2=C1NC(=NS2(=O)=O)NCCC2=NC=CC=C2 5-(3,5-difluorophenyl)-3-((2-(pyridin-2-yl)ethyl)amino)-4H-benzo[e][1,2,4]thiadiazine 1,1-dioxide